C1(=CC=CC=C1)OC(=O)N1C(CNCC1)C1(CCOCC1)C1=CC=C(C=C1)Br (4-(4-bromophenyl)tetrahydro-2H-pyran-4-yl)piperazine-1-carboxylic acid phenyl ester